ClC=1C=C(C=C(C1CC1=CC(=C(C=C1)OC1OCCCC1)C(C)C)Cl)C#CC(=O)O 3-(3,5-dichloro-4-(3-isopropyl-4-((tetrahydro-2H-pyran-2-yl)oxy)benzyl)phenyl)propiolic acid